C(CC(C)C)(=O)OCCC PROPYL ISOVALERATE